NC=1C=2N(C3=CC(=C(C=C3N1)F)C(=O)N1[C@@H](CCC1)C1=CC=C(C=C1)C(F)(F)F)C=NC2 (S)-(4-amino-7-fluoroimidazo[1,5-a]quinoxalin-8-yl)(2-(4-(trifluoromethyl)phenyl)pyrrolidin-1-yl)methanone